4-chloro-3-(1H-1,2,4-triazol-5-yl)thiophen-2-amine ClC=1C(=C(SC1)N)C1=NC=NN1